C(C)(C)(C)OC(=O)C1NC(CC1)=O 5-oxo-2-pyrrolidinecarboxylic acid tert-butyl ester